NC(C(=O)NCC=1C=CC=NC1)CC1=CC=CC=C1 5-((2-amino-3-phenylpropanamido)methyl)pyridin